ClC1=CC=C(C=C1)C1=CN=C(O1)NC=1N=CC(=NC1)C(=NO)N 5-((5-(4-chlorophenyl)oxazol-2-yl)amino)-N'-hydroxypyrazine-2-carboxamidine